ClC1=CC=C(C(=O)NC(C(=O)OC\C=C\C)CC2=CC(NC3=CC=CC=C23)=O)C=C1 trans-but-2-enyl 2-(4-chlorobenzoylamino)-3-(2-oxo-1,2-dihydroquinolin-4-yl)propionate